BrC=1C(=NN(N1)C)C(C([2H])([2H])[2H])=O 1-(5-bromo-2-methyl-2H-1,2,3-triazol-4-yl)ethan-1-one-2,2,2-d3